(methacryloxymethyl)bis-(trimethylsiloxy)methylsilane C(C(=C)C)(=O)OC[SiH2]C(O[Si](C)(C)C)O[Si](C)(C)C